(7-fluoro-3,3-dimethyl-3,4-dihydro-2H-1-benzopyran-4-yl)methanesulfonamide FC1=CC2=C(C(C(CO2)(C)C)CS(=O)(=O)N)C=C1